(4'-hydroxy-3,5-di-t-butylphenyl) propionate C(CC)(=O)OC1=CC(=C(C(=C1)C(C)(C)C)O)C(C)(C)C